elaidyl myristate C(CCCCCCCCCCCCC)(=O)OCCCCCCCC\C=C\CCCCCCCC